2-methyl-(2,4-dichlorophenyl)-4-propyl-1,3-dioxolane CC1(OCC(O1)CCC)C1=C(C=C(C=C1)Cl)Cl